BrC=1C=C(C(=C(C1)NC([O-])=O)OC)F (5-bromo-3-fluoro-2-methoxyphenyl)carbamate